OC1=CC=C(C=C1)C1(C2C(O2)C2(C(C=C(C=C2)C(C)C)C2C(C(C3=CC=C(C=C3)O)O1)O2)CC)C2=CC=C(C=C2)O α,α,α'-tris(4-hydroxyphenyl)-1-ethyl-4-isopropylbenzenediglycidyl ether